N1(C2=C(OCCC1)N=C1C(=C2)C=CN1)C1=C(C(=O)NS(=O)(=O)C2=CC(=C(C=C2)NCC2CCOCC2)[N+](=O)[O-])C=CC=C1 2-(3,4-dihydro-2H-pyrrolo[3',2':5,6]pyrido[2,3-b][1,4]oxazepin-1(7H)-yl)-N-((3-nitro-4-(((tetrahydro-2H-pyran-4-yl)methyl)amino)phenyl)sulfonyl)benzamide